C1[C@@H]([C@H]([C@@H]([C@H]([C@@H]1NC(=O)[C@H](CCN)O)O[C@@H]2[C@@H]([C@H]([C@@H]([C@H](O2)CO)O)N)O)O)O[C@@H]3[C@@H]([C@H]([C@@H]([C@H](O3)CN)O)O)O)N The molecule is an amino cyclitol glycoside that is kanamycin A acylated at the N-1 position by a 4-amino-2-hydroxybutyryl group. It has a role as an antimicrobial agent, an antibacterial drug and a nephrotoxin. It is an alpha-D-glucoside, an aminoglycoside, a carboxamide and an amino cyclitol glycoside. It derives from a kanamycin A. It is a conjugate base of an amikacin(4+).